7-(5-chloro-2-(isopropylamino)pyridine-4-yl)-2-(4,5-difluoro-2-(hydroxymethyl)benzyl)-3,4-dihydropyrrolo[1,2-a]pyrazine-1(2H)-one ClC=1C(=CC(=NC1)NC(C)C)C=1C=C2N(CCN(C2=O)CC2=C(C=C(C(=C2)F)F)CO)C1